CC(=O)C=CC=C(C(=O)O)[O-] The molecule is a 6-oxo monocarboxylic acid anion that is the conjugate base of 2-hydroxy-6-oxo-2,4-heptadienoic acid, obtained by deprotonation of the carboxy group. Major species at pH 7.3. It has a role as a bacterial xenobiotic metabolite. It is a 6-oxo monocarboxylic acid anion and a hydroxy monocarboxylic acid anion. It is a conjugate base of a 2-hydroxy-6-oxo-2,4-heptadienoic acid.